[8-(1-hydroxyethyl)-6-methyl-4-oxo-chromen-2-yl]-2-methyl-2,8-diazaspiro[4.5]Decan-1-one OC(C)C=1C=C(C=C2C(C=C(OC12)C1N(C(C2(C1)CCNCC2)=O)C)=O)C